ClC(C1=NC(=NC(=N1)C(Cl)Cl)C(Cl)Cl)Cl 2,4,6-tris(dichloromethyl)-s-triazine